C(C)(=O)N1CC(CCC1)OC1=CC2=C(C(N(CCO2)C[C@@H](CN2CC3=CC=CC=C3CC2)O)=O)C=C1 8-[(1-acetyl-3-piperidinyl)oxy]-4-[(2R)-3-(3,4-dihydro-1H-isoquinolin-2-yl)-2-hydroxy-propyl]-2,3-dihydro-1,4-benzoxazepin-5-one